allyldimethylammonium chlorid [Cl-].C(C=C)[NH+](C)C